[GeH](=O)[O-].[Zn+2].[Li+].[GeH](=O)[O-].[GeH](=O)[O-] Lithium zinc germanate